4-bromo-5-chloro-1-((4,4-dimethyloxetan-2-yl)methyl)-1H-pyrazole (4,4-Dimethyloxetan-2-yl)methyl-4-methylbenzenesulfonate CC1(CC(O1)COS(=O)(=O)C1=CC=C(C=C1)C)C.BrC=1C=NN(C1Cl)CC1OC(C1)(C)C